(R)-1-(2,5-difluoro-pyridin-3-yl)ethyl (1-methyl-4-(5-((2-(trifluorometh-yl)pyrimidin-5-yl)-carbamoyl)pyridin-2-yl)-1H-1,2,3-triazol-5-yl)-carbamate CN1N=NC(=C1NC(O[C@H](C)C=1C(=NC=C(C1)F)F)=O)C1=NC=C(C=C1)C(NC=1C=NC(=NC1)C(F)(F)F)=O